NC1=C(C(=NN1C1(CC1)C)C1=CC=C(C=N1)C(C(=O)OC)=C)C#N Methyl 2-[6-[5-amino-4-cyano-1-(1-methylcyclopropyl)pyrazol-3-yl]pyridin-3-yl]prop-2-enoate